1-mercapto-2,3-butanediol SCC(C(C)O)O